4-[(4-bromophenyl)methyl]morpholin-3-one BrC1=CC=C(C=C1)CN1C(COCC1)=O